5-bromo-N-[4-chloro-3-(N,N-dimethylsulfamoyl)phenyl]thieno[2,3-b]pyridine-2-carboxamide BrC=1C=C2C(=NC1)SC(=C2)C(=O)NC2=CC(=C(C=C2)Cl)S(N(C)C)(=O)=O